C1(CC1)S(=O)(=O)N1N=CC(=C1)C1=NC=CC(=N1)NC1=NC=C(C(=C1)NC1CCC(CC1)(O)C)C1=NC=C(N=C1)OC(F)F (1s,4s)-4-((2-((2-(1-(Cyclopropylsulfonyl)-1H-pyrazol-4-yl)pyrimidin-4-yl)amino)-5-(5-(difluoromethoxy)pyrazin-2-yl)pyridin-4-yl)amino)-1-methylcyclohexan-1-ol